C1(CC1)C1=CC(=NN1)NC(C(C)C=1C=NN(C1)C=1SC=C(N1)C)=O N-(5-cyclopropyl-1H-pyrazol-3-yl)-2-[1-(4-methyl-1,3-thiazol-2-yl)-1H-pyrazol-4-yl]propanamide